4-acetylbenzoylcarboxylic acid C(C)(=O)C1=CC=C(C(=O)C(=O)O)C=C1